1-isopropyl-1H-pyrazole-5-carboxamide C(C)(C)N1N=CC=C1C(=O)N